ClC=1C=C(C=CC1)C1=NN(C2=NC=NC(=C21)N)C(C)C 3-(3-chlorophenyl)-1-isopropyl-1H-pyrazolo[3,4-d]pyrimidin-4-amine